methylazepane-4-carboxamide CN1CCC(CCC1)C(=O)N